cyanat [O-]C#N